ClC1=C(C=C(C(=C1)F)OC)S1C=CC=2NC(N(C(C21)=O)C=2C1=C(C=NC2)C=NN1C1CC1)=O 5-(2-chloro-4-fluoro-5-methoxy-phenyl)-3-(1-cyclopropylpyrazolo[4,3-c]pyridin-7-yl)-1H-thieno[3,2-d]pyrimidine-2,4-dione